1,1'-(6,7-dimethyl-2,3-dihydroquinoxaline-1,4-diyl)diprop-2-en-1-one CC=1C=C2N(CCN(C2=CC1C)C(C=C)=O)C(C=C)=O